(3R*,4R*)-1-Cyclohexyl-4-{[5-(2,4-difluoro-phenyl)-isoxazole-3-carbonyl]-amino}-piperidine-3-carboxylic acid (2-ethoxy-ethyl)-methyl-amide C(C)OCCN(C(=O)[C@@H]1CN(CC[C@H]1NC(=O)C1=NOC(=C1)C1=C(C=C(C=C1)F)F)C1CCCCC1)C |o1:8,13|